N-[(1'R,2'R,5'S,14R)-6,19-difluorospiro[8,12-dioxa-21-azatetracyclo[14.3.1.110,13.02,7]henicosa-1(20),2,4,6,10,13(21),16,18-octaene-14,4'-bicyclo[3.1.0]hexane]-2'-yl]methanesulfonamide FC=1C=CC=C2C=3C(=CC=C(C[C@]4(C[C@H]([C@@H]5C[C@H]45)NS(=O)(=O)C)C=4OC=C(COC12)N4)C3)F